(3aR,7aR,Z)-(+)-(4-Bromophenyl) (7a-methyl-5-oxo-3a,4,5,7a-tetrahydrobenzofuran-3(2H)-ylethylene) methyl acetate C(C)(=O)OC.BrC1=CC=C(C=C1)C(=C)C1CO[C@]2([C@@H]1CC(C=C2)=O)C